N'-((2-fluoro-3-(methoxymethyl)-1,2,3,5,6,7-hexahydro-s-indacen-4-yl)carbamoyl)-6,7-dihydro-5H-pyrazolo[5,1-b][1,3]oxazine-3-sulfonimidamide FC1CC2=CC=3CCCC3C(=C2C1COC)NC(=O)N=S(=O)(N)C=1C=NN2C1OCCC2